perfluoropentadecanol FC(C(C(C(C(C(C(C(C(C(C(C(C(C(C(F)(F)F)(F)F)(F)F)(F)F)(F)F)(F)F)(F)F)(F)F)(F)F)(F)F)(F)F)(F)F)(F)F)(F)F)(O)F